N-(1-(cyclopropylsulfonyl)piperidin-4-yl)-6-(difluoromethyl)-8-(2-methyl-2,6-diazaspiro[3.4]octan-6-yl)quinazolin-2-amine C1(CC1)S(=O)(=O)N1CCC(CC1)NC1=NC2=C(C=C(C=C2C=N1)C(F)F)N1CC2(CN(C2)C)CC1